C(C)OC(C(CC)=C1CCN(CC1)C(=O)OC(C)(C)C)=O tert-Butyl 4-(1-ethoxy-1-oxobutan-2-ylidene)piperidine-1-carboxylate